FC(C(NO)=N)(C1=CC=C(C=C1)S(F)(F)(F)(F)F)F 2,2-difluoro-N-hydroxy-2-(4-(pentafluoro-λ6-sulfaneyl)phenyl)acetimidamide